3-chloro-4-[(3,5-difluoropyridin-2-yl)methoxy]-2'-[6-(2-hydroxypropan-2-yl)pyrazin-2-yl]-5',6-dimethyl-[1,4'-bipyridin]-2-one ClC=1C(N(C(=CC1OCC1=NC=C(C=C1F)F)C)C1=CC(=NC=C1C)C1=NC(=CN=C1)C(C)(C)O)=O